[Si](C1=CC=CC=C1)(C1=CC=CC=C1)(C(C)(C)C)OCC(=O)N1CC2(C1)COCC#CCOC2 2-[(tert-Butyldiphenylsilyl)oxy]-1-{6,11-dioxa-2-azaspiro[3.8]dodec-8-yn-2-yl}ethan-1-one